C(C)(=O)NC=1N=C2N(N=C(C=C2)C=2C=C(C(=NC2)OC)C(=O)NCC2=C(C=CC(=C2)OC(F)(F)F)F)C1C 5-{2-acetylamino-3-methylimidazo[1,2-b]pyridazin-6-yl}-N-{[2-fluoro-5-(trifluoromethoxy)phenyl]methyl}-2-methoxypyridine-3-carboxamide